C(C)(=O)OCC1=CC=C(C=C1)N1C(=NC=2C1=NC(=C(C2)C)C#N)C=2C(=NC=CC2)N 4-(2-(2-aminopyridin-3-yl)-5-cyano-6-methyl-3H-imidazo[4,5-b]pyridin-3-yl)benzyl acetate